5,7-bis(4-nitrophenyloxy)-coumarin [N+](=O)([O-])C1=CC=C(C=C1)OC1=C2C=CC(OC2=CC(=C1)OC1=CC=C(C=C1)[N+](=O)[O-])=O